NC1=NC=2C(=CC=CC2C=2N1N=C(N2)[C@H]2C[C@H](C2)C2=C(C=C(C=N2)C2(COC2)O)C)OC 3-{6-[cis-3-(5-amino-7-methoxy[1,2,4]triazolo[1,5-c]quinazolin-2-yl)cyclobutyl]-5-methylpyridin-3-yl}oxetan-3-ol